CC=1N=CN(C1)C=1C=C(C(=O)O)C=CC1 3-(4-methylimidazol-1-yl)benzoic acid